3-bromo-4,6-dimethyl-5-(1-phenyl-1H-pyrazol-4-yl)picolinonitrile BrC=1C(=NC(=C(C1C)C=1C=NN(C1)C1=CC=CC=C1)C)C#N